Cl.C(C)OC(C(C1=NC=NC(=C1)C(F)(F)F)N)=O 2-amino-2-(6-(trifluoromethyl)pyrimidin-4-yl)acetic acid ethyl ester hydrochloride